C1(=CC=C(C=C1)C=1C=C(C(=CC1Br)C1=CC=C(C=C1)C1=CC=CC=C1)C=1C(=CC(=C(C1)C1=CC=C(C=C1)C1=CC=CC=C1)Br)C1=CC=C(C=C1)C1=CC=CC=C1)C1=CC=CC=C1 4'',5'''-di([1,1'-biphenyl]-4-yl)-4''',5''-dibromo-1,1':4',1'':2'',1''':2''',1'''':4'''',1'''''-sexiphenyl